N-(4-(butylamino)-2,6-dimethyl-phenyl)-2-(piperidin-1-yl)butanamide tert-butyl-N-(3-cyclopropyl-5,6-dihydro-4H-cyclopenta[b]thiophen-5-yl)-N-methyl-carbamate C(C)(C)(C)OC(N(C)C1CC2=C(SC=C2C2CC2)C1)=O.C(CCC)NC1=CC(=C(C(=C1)C)NC(C(CC)N1CCCCC1)=O)C